2-(5-(1-((1r,2r,3r,5s,7r)-2-fluoro-1,5,7-trimethyl-9-azabicyclo[3.3.1]non-3-yl)vinyl)pyrazin-2-yl)-5-(1H-imidazol-1-yl)phenol F[C@H]1[C@]2(C[C@@H](C[C@@](C[C@@H]1C(=C)C=1N=CC(=NC1)C1=C(C=C(C=C1)N1C=NC=C1)O)(N2)C)C)C